S(=O)(O)[O-] (Hydrogen) Sulfit